(R)-2-[4-(6-chloroquinolin-2-yloxy)phenoxy]propionyl chloride ClC=1C=C2C=CC(=NC2=CC1)OC1=CC=C(O[C@@H](C(=O)Cl)C)C=C1